ClC=1C=CC=2C(C3=CC=C(C=C3OC2C1)Cl)N1C(C(=CC(=C1C(F)(F)F)C)C(=O)N)=O (3,6-dichloro-9H-xanthen-9-yl)-5-methyl-2-oxo-6-(trifluoromethyl)-1,2-dihydropyridine-3-carboxamide